FC1=CC(=C(C=C1)C1=CC(=CC=C1)C=1OC2=C(N1)C=C(C=C2C(F)(F)F)CNS(=O)(=O)C)C2=NN=CN2C N-((2-(4'-Fluoro-2'-(4-methyl-4H-1,2,4-triazol-3-yl)-[1,1'-biphenyl]-3-yl)-7-(trifluoromethyl)benzo[d]oxazol-5-yl)methyl)methanesulfonamide